2'-((bicyclo[1.1.1]pentane-1,3-diylbis(methylene))bis(oxy))bis(ethane-1-ol) C12(CC(C1)(C2)COCCO)COCCO